BrC1C[C@@H](OC(C1)C1=CC=CC=C1)C (2S)-4-bromo-2-methyl-6-phenyl-tetrahydropyran